5-[3-[[(3R)-1-(2-Hydroxyethyl)-3-piperidyl]amino]-5-methyl-1,2,4-triazin-6-yl]-2,3-dihydrobenzofuran-4-ol OCCN1C[C@@H](CCC1)NC=1N=NC(=C(N1)C)C1=CC=C2C(CCO2)=C1O